4-propylfuran C(CC)C=1C=COC1